(3-[2-(2-hydroxyethoxy)ethoxy]-4-(4-methylpiperazin-1-yl)phenylamino)-5-[2-(triisopropylsilyl)ethynyl]-8H-pyrido[2,3-d]pyrimidin-7-one OCCOCCOC=1C=C(C=CC1N1CCN(CC1)C)NC=1N=CC2=C(N1)NC(C=C2C#C[Si](C(C)C)(C(C)C)C(C)C)=O